O1C(=NC2=C1C=CC=C2)NC2OC1=C(N2C2CCN(CC2)CCO)C=CC=C1 2-(benzo[d]oxazol-2-ylamino)-N-(1-(2-hydroxyethyl)piperidin-4-yl)benzo[d]oxazole